C(C1=CC=CC=C1)OC(=O)C1=NC2=CC=CC=C2C=N1 Quinazoline-2-carboxylic acid benzyl ester